N[C@@H]1CC=2C=NC(=C(C2OC1)F)N1CC2CCC(C1)N2C(=O)OC(C)(C)C Tert-Butyl 3-((R)-3-amino-8-fluoro-3,4-dihydro-2H-pyrano[3,2-c]pyridin-7-yl)-3,8-diazabicyclo[3.2.1]octane-8-carboxylate